FC(C=1C(=C(C=CC1)[C@@H](C)NC1=NN(C(C=2C1=CN(C(C2OCCN(C)C)=O)C2(CC2)C(F)F)=O)C)F)F (R)-4-((1-(3-(difluoromethyl)-2-fluorophenyl)ethyl)amino)-6-(1-(difluoromethyl)cyclopropyl)-8-(2-(dimethylamino)ethoxy)-2-methylpyrido[3,4-d]pyridazine-1,7(2H,6H)-dione